4-[4-[4-(3-hydroxypropoxy)phenyl]-1-piperidyl]-2-(trifluoromethyl)benzonitrile OCCCOC1=CC=C(C=C1)C1CCN(CC1)C1=CC(=C(C#N)C=C1)C(F)(F)F